NC1=C(N=CC2=C(C=CC=C12)C=1C=NC=CC1C)C(=O)NCCC 4-amino-8-(4-methylpyridin-3-yl)-N-propylisoquinoline-3-carboxamide